C(#N)[C@@H](C[C@@H]1C(NCCC1)=O)NC(=O)[C@H]1N([C@@H]2CC([C@H]1CC2)(F)F)C(=O)C2(C1=CC(=CC=C1C=1C=CC(=CC21)F)F)O (1S,3S,4S)-N-((R)-1-cyano-2-((R)-2-oxopiperidin-3-yl)ethyl)-2-(2,7-difluoro-9-hydroxy-9H-fluorene-9-carbonyl)-5,5-difluoro-2-azabicyclo[2.2.2]octane-3-carboxamide